C(C)(C)(C)N1CCC(CC1)N1N=NC(=C1)[C@H](C=1N=COC1C)NC=1C=C2C(=C(C=NC2=C(C1)Cl)C#N)NC1=CC(=C(C=C1)F)Cl (S)-6-(((1-(1-(tert-butyl)piperidin-4-yl)-1H-1,2,3-triazol-4-yl)(5-methyloxazol-4-yl)methyl)amino)-8-chloro-4-((3-chloro-4-fluorophenyl)amino)quinoline-3-carbonitrile